2-(Pyridin-2-ylmethyl)-N-[(2S)-tetrahydrofuran-2-ylmethyl]-8-(trifluoromethyl)-4,5-dihydro-2H-furo[2,3-g]indazol-7-carboxamid N1=C(C=CC=C1)CN1N=C2C3=C(CCC2=C1)OC(=C3C(F)(F)F)C(=O)NC[C@H]3OCCC3